C(C)(C)(C)OC(=O)N1CC=C(CC1)N1C=C(C=C1)C(=O)OC 4-(3-(methoxycarbonyl)-1H-pyrrol-1-yl)-5,6-dihydropyridine-1(2H)-carboxylic acid tert-butyl ester